1,4-bis(aminomethyl)phenyl bromide NCC1(CC=C(C=C1)CN)Br